4-[3-(6-bromo-3,5-difluoro-2-pyridyl)-7-methoxy-imidazo[1,2-b]pyridazin-6-yl]morpholine BrC1=C(C=C(C(=N1)C1=CN=C2N1N=C(C(=C2)OC)N2CCOCC2)F)F